(1'-[(2E)-3-(4-chlorophenyl)prop-2-en-1-yl]-5-fluorospiro[indole-3,4'-piperidine]-1(2H)-yl)(2-chloropyridin-4-yl)methanone ClC1=CC=C(C=C1)/C=C/CN1CCC2(CC1)CN(C1=CC=C(C=C12)F)C(=O)C1=CC(=NC=C1)Cl